BrC=1C=CC(=C(C1)NC(CSC=1NC=C(N1)C(=O)OCC)=O)OC ethyl 2-((2-((5-bromo-2-methoxyphenyl) amino)-2-oxoethyl) thio)-1H-imidazole-4-carboxylate